C1(CC1)N(C(=O)[C@H]1CN(CCC1)C=1C=C(OC(C(=O)N2CCN(CC2)C(=O)OC(C)(C)C)(C)C)C=CC1)CC1=CC=C(C=C1)C=1C=NC=CC1 tert-butyl (R)-4-(2-(3-(3-(cyclopropyl(4-(pyridin-3-yl)benzyl)carbamoyl) piperidin-1-yl)phenoxy)-2-methylpropanoyl)piperazine-1-carboxylate